(Z)-1-(3-(5-(dimethylamino)-2-isopropylphenyl)-4-oxothiazolidin-2-ylidene)-3-(2-fluoro-4-(3-(4-(trifluoromethoxy)phenyl)-1,2,4-oxadiazol-5-yl)phenyl)urea CN(C=1C=CC(=C(C1)N1/C(/SCC1=O)=N/C(=O)NC1=C(C=C(C=C1)C1=NC(=NO1)C1=CC=C(C=C1)OC(F)(F)F)F)C(C)C)C